2-methyl-5-(3-(trifluoromethoxy)phenyl)-N-(3-(2-hydroxypropyl)-1,2,4-thiadiazol-5-yl)thiophene-3-carboxamide CC=1SC(=CC1C(=O)NC1=NC(=NS1)CC(C)O)C1=CC(=CC=C1)OC(F)(F)F